N-(3-methyl-4-(piperazin-1-yl)phenyl)-4-(1,2,3,6-tetrahydropyridin-4-yl)benzamide CC=1C=C(C=CC1N1CCNCC1)NC(C1=CC=C(C=C1)C=1CCNCC1)=O